ClC=1C=C(C=CC1C=1N(C2=NC=NC(=C2N1)OC1(CC1)C)CC1=NC=CC(=C1)C)CC(=O)NCC(C)(C)O 2-(3-chloro-4-(6-(1-methylcyclopropoxy)-9-((4-methylpyridin-2-yl)methyl)-9H-purin-8-yl)phenyl)-N-(2-hydroxy-2-methylpropyl)acetamide